N1=C(C=CC=C1)/C=C/C1=NNC2=CC(=CC=C12)SC=1C=C(C=CC1)NC(CC1=CC=C(C=C1)C)=O (E)-N-(3-((3-(2-(pyridin-2-yl)vinyl)-1H-indazol-6-yl)thio)phenyl)-2-(p-tolyl)acetamide